N-(4-(4-((5-(4-oxa-7-azaspiro[2.5]octan-7-yl)pyridin-2-yl)amino)-5-oxo-5,6-dihydro-1,6-naphthyridin-2-yl)-3-fluorophenyl)cyclohexane-carboxamide C1CC12OCCN(C2)C=2C=CC(=NC2)NC2=CC(=NC=1C=CNC(C21)=O)C2=C(C=C(C=C2)NC(=O)C2CCCCC2)F